C(CC)[SiH](N([Si](C)(C)C)C)CCC dipropyl-tetramethyl-disilazane